2-(2-chlorophenyl)-4-(3,5-dichlorophenyl)-5-(pyridin-4-ylmethyl)-1H-pyrazolo[4,3-c]pyridine-3,6(2H,5H)-dione ClC1=C(C=CC=C1)N1NC=2C(=C(N(C(C2)=O)CC2=CC=NC=C2)C2=CC(=CC(=C2)Cl)Cl)C1=O